tert-butyl 5-(8-(tert-butoxycarbonyl)-8-azabicyclo[3.2.1]octan-3-yl)-2-(7,8-dimethyl-[1,2,4]triazolo[1,5-a]pyridin-6-yl)-3-isopropyl-1H-indole-1-carboxylate C(C)(C)(C)OC(=O)N1C2CC(CC1CC2)C=2C=C1C(=C(N(C1=CC2)C(=O)OC(C)(C)C)C=2C(=C(C=1N(C2)N=CN1)C)C)C(C)C